C1(CCC1)C1=CC(=NN1)NC(CC1=CC=C(C=C1)OCC=1C(=C2C(N(C(C2=CC1)=O)C1C(NC(CC1)=O)=O)=O)F)=O N-(5-cyclobutyl-1H-pyrazol-3-yl)-2-(4-((2-(2,6-dioxopiperidin-3-yl)-4-fluoro-1,3-dioxoisoindolin-5-yl)methoxy)phenyl)acetamide